(2-(3,8-diazabicyclo[3.2.1]octan-8-yl)-6,7-dihydrothiazolo[5,4-c]pyridin-5(4H)-yl)(pyridin-2-yl)methanone C12CNCC(CC1)N2C=2SC=1CN(CCC1N2)C(=O)C2=NC=CC=C2